C(C)OC(=O)C=1N=CSC1C#CCO 5-(3-hydroxyprop-1-yn-1-yl)-1,3-thiazole-4-carboxylic acid ethyl ester